C(CCC)N1C(CCC1)=O butyl-2-pyrrolidone